4-ethyl-5-(2-methoxy-6-methylphenyl)-2-oxa-9λ6-thia-6,8,15,23-tetraazatetracyclo[15.3.1.13,7.110,14]tricosa-1(21),3,5,7(23),10(22),11,13,17,19-nonaene-9,9,16-trione C(C)C1=C2OC=3C=CC=C(C(NC4=CC=CC(S(NC(N=C1C1=C(C=CC=C1C)OC)=N2)(=O)=O)=C4)=O)C3